6-((6-(4-fluorophenyl)-4-(methoxycarbonyl)pyridin-2-yl)oxy)-3-azabicyclo[3.1.0]hexane-3-carboxylate FC1=CC=C(C=C1)C1=CC(=CC(=N1)OC1C2CN(CC12)C(=O)[O-])C(=O)OC